3-methacryloxypropyl-tris(trimethylsilyl)silane C(C(=C)C)(=O)OCCC[Si]([Si](C)(C)C)([Si](C)(C)C)[Si](C)(C)C